BrC1=C(C(=NC=C1)CNC(C1=CC(=CC(=C1)F)F)=O)C N-((4-bromo-3-methylpyridine-2-yl)methyl)-3,5-difluorobenzamide